methyl di-sec-octyl phosphate P(=O)(OC)(OC(C)CCCCCC)OC(C)CCCCCC